(S)-N-(11-bromo-10-hydroxy-1,2,3-trimethoxy-9-oxo-5,6,7,9-tetrahydrobenzo[a]heptalen-7-yl)acetamide BrC1=C(C(C=C2[C@H](CCC3=C(C2=C1)C(=C(C(=C3)OC)OC)OC)NC(C)=O)=O)O